CC1=CC=C2C(=CC=CC=C12)C 1,4-dimethylazulen